tributyl-(5-(2-ethylhexyl)thiophen-2-yl)stannane C(CCC)[Sn](C=1SC(=CC1)CC(CCCC)CC)(CCCC)CCCC